5-(4-aminophenyl)-2-(4-(tert-butyl)phenyl)Oxazole-4-carboxylic acid ethyl ester C(C)OC(=O)C=1N=C(OC1C1=CC=C(C=C1)N)C1=CC=C(C=C1)C(C)(C)C